[bis(4-fluorophenyl)methyl-methyl-amino] (2S)-2-[(3-acetoxy-4-methoxy-pyridine-2-carbonyl) amino]propanoate C(C)(=O)OC=1C(=NC=CC1OC)C(=O)N[C@H](C(=O)ON(C)C(C1=CC=C(C=C1)F)C1=CC=C(C=C1)F)C